oxazolo[4,5-b]pyridine-5-carbonitrile O1C=NC2=NC(=CC=C21)C#N